C(CCCCCC(C)C)(=O)OCCCCCC(C)(C)C trimethylhexyl isononanoate